FC1=C2C=CNC2=C(C(=C1)F)F 4,6,7-Trifluoro-1H-indole